FC1=C(C=CC(=C1OC)F)CN(CC(=O)NO)CC1=C(C(=C(C=C1)F)OC)F 2-[bis[(2,4-difluoro-3-methoxy-phenyl)methyl]-amino]ethanehydroxamic acid